6-ethoxy-5-methoxynicotinonitrile C(C)OC1=NC=C(C#N)C=C1OC